N[C@@H]1[C@H](CC2=C(C=CC=C12)Cl)CNCC[C@@H]1CN(C(O1)=O)C1=NC2=C(OCC(N2)=O)N=C1 6-[(5R)-5-[2-[[(1R,2R)-1-amino-4-chloro-2,3-dihydro-1H-inden-2-yl]methylamino]ethyl]-2-oxo-1,3-oxazolidin-3-yl]-4H-pyrazino[2,3-b][1,4]oxazin-3-one